N-[2-(2-bromothiazol-4-yl)-2-(1-methylpyrazol-4-yl)propyl]-5-(2,4-difluorophenyl)isoxazole-3-carboxamide BrC=1SC=C(N1)C(CNC(=O)C1=NOC(=C1)C1=C(C=C(C=C1)F)F)(C)C=1C=NN(C1)C